FC1=C(C(=C(C(=C1F)F)F)F)[B-](C1=C(C(=C(C(=C1F)F)F)F)F)(C1=C(C(=C(C(=C1F)F)F)F)F)C1=C(C(=C(C(=C1F)F)F)F)F.C(CCCCCCCCCCCCCCC)[NH+](CCCCCCCCCCCCCCCC)C1=C(C=CC=C1)C N,N-di(hexadecyl)tolylammonium [tetrakis(perfluorophenyl)borate]